BrC1=CC2=C(CCC=3C(C=4C=CC=CC4NC23)=O)C=C1 2-bromo-6,12-dihydrobenzo[c]acridin-7(5H)-one